1-[3-(1-hydroxyethyl)-6-[6-(2-oxa-5-azaspiro[3.4]octan-5-yl)benzimidazol-1-yl]-2-pyridyl]-5-methyl-pyrazole-3-carbonitrile OC(C)C=1C(=NC(=CC1)N1C=NC2=C1C=C(C=C2)N2C1(COC1)CCC2)N2N=C(C=C2C)C#N